tert-Butyl 4-[5-methylpyrido[4,3-b]indol-7-yl]piperazine-1-carboxylate CN1C2=C(C=3C=CC(=CC13)N1CCN(CC1)C(=O)OC(C)(C)C)C=NC=C2